5-(1-Ethoxyvinyl)-1,3-dimethyl-1H-indazole C(C)OC(=C)C=1C=C2C(=NN(C2=CC1)C)C